2-(2-(2-mercaptoethoxy)ethoxy)-6-(((2S,3R,5S,6R)-3,4,5-trihydroxy-6-(hydroxymethyl)tetrahydro-2H-pyran-2-yloxy)phenyl)-3-(4-hydroxyphenyl)propan-1-one SCCOCCOC(C=O)CC1=CC=C(C=C1C1=C(C=CC=C1)O[C@@H]1O[C@@H]([C@H](C([C@H]1O)O)O)CO)O